3-hydroxymethyl-caproic acid (1-carbamoyl-propyl)-amide C(N)(=O)C(CC)NC(CC(CCC)CO)=O